C\C(=C/CC1=C(OC2[C@@H]([C@H]([C@@H]([C@H](O2)O)O)O)CO)C=C(C=C1O)CCCC=C)\CCC=C(C)C (2S,3S,4R,5R)-6-{2-[(2E)-3,7-dimethylocta-2,6-dien-1-yl]-3-hydroxy-5-(pent-4-en-1-yl)phenoxy}-5-(hydroxymethyl)oxane-2,3,4-triol